3-butoxybenzylsuccinic acid diethyl ester C(C)OC(C(CC(=O)OCC)CC1=CC(=CC=C1)OCCCC)=O